(3S)-N-benzyl-2-hydroxy-3-{[(2S,4S)-1-(1H-indole-2-carbonyl)-4-isopropylpyrrolidin-2-yl]formamido}-4-[(3S)-2-oxopyrrolidin-3-yl]butanamide C(C1=CC=CC=C1)NC(C([C@H](C[C@H]1C(NCC1)=O)NC(=O)[C@H]1N(C[C@@H](C1)C(C)C)C(=O)C=1NC2=CC=CC=C2C1)O)=O